ClC1=CC=C(C=C1)C1=CC=NC2=CC(=CC=C12)F 4-(4-chlorophenyl)-7-fluoroquinolin